ammonium sebacate salt C(CCCCCCCCC(=O)[O-])(=O)[O-].[NH4+].[NH4+]